2-phenylimino-1-m-tolyl-4-m-fluorophenyl-thiazole C1(=CC=CC=C1)N=C1S(C=C(N1)C1=CC(=CC=C1)F)C=1C=C(C=CC1)C